4-(but-3-yn-2-ylamino)-5-methoxy-1-(pyridin-3-yl)-7-(trifluoromethyl)quinazolin-2(1H)-one CC(C#C)NC1=NC(N(C2=CC(=CC(=C12)OC)C(F)(F)F)C=1C=NC=CC1)=O